2-propylmercapto-5-(3,4-dimethoxyphenyl)-5,6-dihydropyrido[2,3-d]pyrimidine-4,7(3H,8H)-dione C(CC)SC=1NC(C2=C(N1)NC(CC2C2=CC(=C(C=C2)OC)OC)=O)=O